C(C)(C)(C)SC1=C(N(C2=CC=C(C=C12)C(C)C)CC1=CC=C(C=C1)Cl)CCC(=O)O 3-(3-(tert-butylsulfanyl)-1-(4-chlorobenzyl)-5-isopropyl-1H-indol-2-yl)propionic acid